ethyl 3-(((6-hydroxy-5'-methyl-4-pentyl-2'-(prop-1-en-2-yl)-[1,1'-biphenyl]-2-yl)oxy)(methylamino)phosphoryl)propanoate OC1=CC(=CC(=C1C1=C(C=CC(=C1)C)C(=C)C)OP(=O)(NC)CCC(=O)OCC)CCCCC